O=C1NC(CCC1C1=NN(C2=CC(=CC=C12)C1CCN(CC1)C[C@@H]1C(CN(CC1)C(=O)OC(C)(C)C)(F)F)C)=O tert-butyl (4R)-4-[[4-[3-(2,6-dioxo-3-piperidyl)-1-methyl-indazol-6-yl]-1-piperidyl]methyl]-3,3-difluoro-piperidine-1-carboxylate